(S)-2,3-difluorodispiro[inden-1,1'-cyclohexane-3',2''-[1,3]dioxolane] FC1=C(C2=CC=CC=C2[C@]12CC1(OCCO1)CCC2)F